3-amino-2-fluoro-N-(4-(2-isopropylphenyl)-5-(3-((1R,3S)-3-(trifluoromethoxy)cyclopentyl)phenyl)thiazol-2-yl)benzenesulfonamide NC=1C(=C(C=CC1)S(=O)(=O)NC=1SC(=C(N1)C1=C(C=CC=C1)C(C)C)C1=CC(=CC=C1)[C@H]1C[C@H](CC1)OC(F)(F)F)F